COC(=O)[C@@H]1N(C(OC1)(C)C)C(=O)OC(C)(C)C (4R)-2,2-dimethyl-1,3-oxazolidine-3,4-dicarboxylic acid 3-tert-butyl 4-methyl ester